C[C@@H]1C[C@@H]([C@@H](N1C(=O)OCCCl)CO[Si](CC)(CC)CC)N(C(C(F)(F)F)=O)CC1=CC=C(C=C1)OC 2-chloroethyl (2R,3S,5R)-5-methyl-2-(((triethylsilyl)oxy)methyl)-3-(2,2,2-trifluoro-N-(4-methoxybenzyl)acetamido)pyrrolidine-1-carboxylate